C(#N)C1=CC(=C(COC2=CC=CC(=N2)C2=C(C(=C(CC3=NC4=C(N3CCOC)C=C(C=C4)C(=O)OC(C)(C)C)C=C2F)F)F)C=C1)F tert-butyl 2-(4-(6-((4-cyano-2-fluorobenzyl)oxy)pyridin-2-yl)-2,3,5-trifluorobenzyl)-1-(2-methoxyethyl)-1H-benzo[d]imidazole-6-carboxylate